C(C=C)(=O)O.OCCN1C(CCC1=O)=O N-hydroxylethylsuccinimide acrylate